IC1=CC(=C(OCCO)C(=C1)C)C 2-(4-iodo-2,6-dimethylphenoxy)ethan-1-ol